4-(5-(1-(pyridin-3-yl)-1H-pyrazol-3-yl)-2-(pyridin-4-yl)pyrazolo[1,5-a]pyrimidin-7-yl)morpholine N1=CC(=CC=C1)N1N=C(C=C1)C1=NC=2N(C(=C1)N1CCOCC1)N=C(C2)C2=CC=NC=C2